N[C@H]1CS(C2=C(N(C1=O)CC1=CC=C(C=C1)Cl)C=C(C(=C2)F)C=2N=NN(N2)C2CN(CC2)C(=O)OC)(=O)=O methyl 3-[5-[(3R)-3-amino-5-[(4-chloro-phenyl)methyl]-8-fluoro-1,1,4-trioxo-2,3-dihydro-1λ6,5-benzo-thiazepin-7-yl]tetrazol-2-yl]pyrrolidine-1-carboxylate